tert-butyl 1-((4-(tert-butoxycarbonyl) phenyl) methylcarbamoyl)-5-(4-methyl-2-oxopiperazin-1-yl)-3,4-dihydroisoquinoline-2(1H)-carboxylate C(C)(C)(C)OC(=O)C1=CC=C(C=C1)CNC(=O)C1N(CCC2=C(C=CC=C12)N1C(CN(CC1)C)=O)C(=O)OC(C)(C)C